methyl 3-(N-(cis-3-(methyl(7H-pyrrolo[2,3-d]pyrimidin-4-yl)amino)cyclobutyl)sulfamoyl)propanoate CN([C@H]1C[C@H](C1)NS(=O)(=O)CCC(=O)OC)C=1C2=C(N=CN1)NC=C2